bicyclo[2.2.2]Octane-1,4-dicarboxylic acid dimethyl ester COC(=O)C12CCC(CC1)(CC2)C(=O)OC